[N+](=[N-])=C(C(=O)[O-])C diazopropanoate